FC1([C@@H]([C@@H](N(C1)C(=O)[C@@H]1OCCC1)CC=1C(=C(C=CC1)C1=C(C=CC(=C1)F)F)F)NS(=O)(=O)C)F N-{(2S,3R)-4,4-difluoro-1-[(2R)-oxolane-2-carbonyl]-2-[(2,2',5'-trifluoro[1,1'-biphenyl]-3-yl)methyl]pyrrolidin-3-yl}-methanesulfonamide